CC1(N(C[C@H](C1)CCC(C=C)NC1=NC(=CC=C1)S(N)(=O)=O)C(=O)OC(C)(C)C)C tert-Butyl (4S)-2,2-dimethyl-4-[3-[(6-sulfamoyl-2-pyridyl)amino]pent-4-enyl]pyrrolidine-1-carboxylate